C(C)OC(=O)C=1C(=NC(=NC1C)SC)NCC1=CC(=C(C=C1)OC)Cl 4-((3-chloro-4-methoxybenzyl)amino)-6-methyl-2-methylsulfanyl-pyrimidine-5-carboxylic acid ethyl ester